C[C@@H]1CN(C[C@@H](O1)C)C1=CC=CC(=N1)[Sn](C)(C)C [6-[(2R,6S)-2,6-dimethylmorpholin-4-yl]-2-pyridyl]-trimethyl-stannane